1,3-bis(2-methylphenyl)pyrimidine-2,4,6(1H,3H,5H)-trione CC1=C(C=CC=C1)N1C(N(C(CC1=O)=O)C1=C(C=CC=C1)C)=O